BrC=1C=C(C(=NC1)C)CS(=O)(=O)CC 5-bromo-3-((ethylsulfonyl)methyl)-2-methylpyridine